6-hydroxy-6-(4-methyl-3-(trifluoromethoxy)phenyl)-2-azaspiro[3.3]Heptane-2-carboxylic acid OC1(CC2(CN(C2)C(=O)O)C1)C1=CC(=C(C=C1)C)OC(F)(F)F